NCCNCCNCCC[Si](OC)(OC)OC N-(N'-(2-Aminoethyl)-2-aminoethyl)-aminopropyltrimethoxysilan